N[C@H]1CN(CCC1)C(=O)C=1C=C2OCCN3C(=NC(C1)=C32)C=3N(C2=CC=CC=C2C3)CC3=C(C=CC=C3)F (R)-(3-Aminopiperidin-1-yl)(2-(1-(2-fluorobenzyl)-1H-indol-2-yl)-3,4-dihydro-5-oxa-1,2a-diazaacenaphthylen-7-yl)methanon